(1,2-Dihydroacenaphthylen-5-yl)hydrazine C1CC2=CC=C(C3=CC=CC1=C23)NN